C(C=C)(=O)NC1=C(C=C(C(=C1)NC1=NC=NC(=C1)N1OCC[C@@H]1C1=C(C=C(C=C1)Cl)F)OC)N1CCC(CC1)N(C(C=C)=O)C1CCN(CC1)C(C)C N-(1-(2-acrylamido-4-((6-((R)-3-(4-chloro-2-fluorophenyl)isoxazolidine-2-yl)pyrimidine-4-yl)amino)-5-methoxyphenyl)piperidine-4-yl)-N-(1-isopropylpiperidine-4-yl)acrylamide